C1(=CC=CC=C1)NC(=O)C=1N=NC(=CC1)NC1C[C@@H]2[C@@H](CN(C2)CC2CCOCC2)C1 N-phenyl-6-(((3aR,5s,6aS)-2-((tetrahydro-2H-pyran-4-yl)methyl)octahydrocyclopenta[c]pyrrol-5-yl)amino)pyridazine-3-carboxamide